2-(2-(3-((4-(dimethylphosphoryl)-2-methoxyphenyl)amino)prop-1-yn-1-yl)-7-(((Z)-3-fluoro-1-methylpiperidin-4-yl)amino)benzo[b]thiophen-3-yl)acrylonitrile CP(=O)(C)C1=CC(=C(C=C1)NCC#CC1=C(C2=C(S1)C(=CC=C2)NC2C(CN(CC2)C)F)C(C#N)=C)OC